(4R,5R)-2-(imidazo[1,2-a]pyridin-2-yl)-4,5-diphenyl-4,5-dihydrooxazole N=1C(=CN2C1C=CC=C2)C=2O[C@@H]([C@H](N2)C2=CC=CC=C2)C2=CC=CC=C2